COCCN1C(NC2=C1C=CC=C2)=O 1-(2-methoxyethyl)-1H-benzo[d]imidazol-2(3H)-one